N1C=NC(C2=NC=CN=C12)=O 1H-pteridin-4-one